5-chloro-1-[2-({2-oxo-1-[(cis)-3-hydroxy-3-methylcyclobutyl]-8-(trifluoromethyl)-1,2,3,4-tetrahydroquinolin-6-yl}oxy)ethyl]-1,2-dihydrospiro[indole-3,4'-piperidin]-2-one ClC=1C=C2C(=CC1)N(C(C21CCNCC1)=O)CCOC=1C=C2CCC(N(C2=C(C1)C(F)(F)F)C1CC(C1)(C)O)=O